CC1(CC(C1)NC1=NN2C(C=N1)=C(C=C2)C=2C=C1C(=NC2)N=C(N1C(C)C)C)C N-(3,3-dimethylcyclobutyl)-5-(1-isopropyl-2-methyl-1H-imidazo[4,5-b]pyridin-6-yl)pyrrolo[2,1-f][1,2,4]triazin-2-amine